8,14-Dimethylhexacosane CC(CCCCCCC)CCCCCC(CCCCCCCCCCCC)C